ClC=1C=[N+](C=C(C1)F)N 3-chloro-5-fluoro-pyridin-1-ium-1-amine